rac-dimethylsilyl-bis(2-methyl-4-(3,5-di-tert-butylphenyl)indenyl)zirconium dichloride [Cl-].[Cl-].C[SiH](C)[Zr+2](C1C(=CC2=C(C=CC=C12)C1=CC(=CC(=C1)C(C)(C)C)C(C)(C)C)C)C1C(=CC2=C(C=CC=C12)C1=CC(=CC(=C1)C(C)(C)C)C(C)(C)C)C